Propargyl-Biotin C(C#C)C(C(O)=O)CCC[C@@H]1SC[C@@H]2NC(=O)N[C@H]12